COC(=O)C=1C=NC(=NC1)N1CCN(CC1)C(=O)OC(C)(C)C 2-(4-(tert-Butoxycarbonyl)piperazin-1-yl)pyrimidine-5-carboxylic acid methyl ester